C(C)(C)(C)N1N=C(C=C1NC(CC1=CC(=NO1)C)=O)[C@@H]1C[C@@H]([C@H](C1)F)O[Si](C1=CC=CC=C1)(C1=CC=CC=C1)C(C)(C)C |r| rac-N-(1-(tert-butyl)-3-((1R,3S,4S)-3-((tert-butyldiphenylsilyl)oxy)-4-fluorocyclopentyl)-1H-pyrazol-5-yl)-2-(3-methylisoxazol-5-yl)acetamide